(R)-1-methyl-5-(2-(6-((4-(4-methylpiperazin-1-yl)phenyl)amino)pyrimidin-4-yl)isoxazolidin-3-yl)pyridin-2(1H)-one CN1C(C=CC(=C1)[C@@H]1N(OCC1)C1=NC=NC(=C1)NC1=CC=C(C=C1)N1CCN(CC1)C)=O